3,4-diphenyl-furan-2,5-dicarboxylic acid C1(=CC=CC=C1)C1=C(OC(=C1C1=CC=CC=C1)C(=O)O)C(=O)O